3-{benzyl[(2S)-3-(benzyloxy)-2-hydroxypropyl]amino}-3-methylbutan-1-ol C(C1=CC=CC=C1)N(C(CCO)(C)C)C[C@@H](COCC1=CC=CC=C1)O